C1CNCC=2C=NC=3N=CC=CC3C21 tetrahydropyrido[3,4-c][1,8]naphthyridine